Cl.[N+](=O)([O-])C1=CC=C2CCNCC2=C1 7-Nitro-1,2,3,4-tetrahydroisoquinoline hydrochloride